2-(4-chlorophenoxy)pyridine-3-carboxamide ClC1=CC=C(OC2=NC=CC=C2C(=O)N)C=C1